(12aR)-7-benzyloxy-12-[bis(4-fluorophenyl)methyl]-3,4,12,12a-tetrahydro-1H-[1,4]oxazino[3,4-c]pyrido[2,1-f][1,2,4]triazine-6,8-dione C(C1=CC=CC=C1)OC=1C(C=CN2N([C@H]3N(C(C21)=O)CCOC3)C(C3=CC=C(C=C3)F)C3=CC=C(C=C3)F)=O